(5H)-thiazolone S1(CN=CC1)=O